NCCCCCNC(C1=C(C=C(C=C1C)NC=1C=2N(C=CN1)C(=CN2)C=2C(=NNC2)C(F)(F)F)F)=O N-(5-aminopentyl)-2-fluoro-6-methyl-4-[[3-[3-(trifluoromethyl)-1H-pyrazol-4-yl]imidazo[1,2-a]pyrazin-8-yl]amino]benzamide